C(C)OC(/C=C(\C)/NN1C(=CC=C1)C(=O)OC)=O methyl 1-[[(E)-3-ethoxy-1-methyl-3-oxidanylidene-prop-1-enyl]amino]pyrrole-2-carboxylate